ClC=1C=CC(=C(C(=O)NC=2C=NC(=C(C2)Cl)Cl)C1)O 5-chloro-N-(5,6-dichloro-3-pyridinyl)-2-hydroxybenzoamide